FC1=C(C=CC=C1)N1N=NC(=C1C)C(C)=O 1-(1-(2-fluorophenyl)-5-methyl-1H-1,2,3-triazol-4-yl)Ethan-1-one